2-(cis-9-octadecenoyl)-sn-glycero-3-phosphocholine C(CCCCCCC\C=C/CCCCCCCC)(=O)O[C@H](CO)COP(=O)([O-])OCC[N+](C)(C)C